(R)-1-(4,4,5,5-tetramethyl-1,3,2-dioxaborolan-2-yl)propan-1-amine hydrochloride Cl.CC1(OB(OC1(C)C)[C@H](CC)N)C